n-nonane iodide [I-].CCCCCCCCC